ethyl 4''-(1,2,2-triphenylvinyl)-5'-(4-(1,2,2-triphenylvinyl) phenyl)-[1,1':3',1''-terphenyl]-4-carboxylate C1(=CC=CC=C1)C(=C(C1=CC=CC=C1)C1=CC=CC=C1)C1=CC=C(C=C1)C=1C=C(C=C(C1)C1=CC=C(C=C1)C(=C(C1=CC=CC=C1)C1=CC=CC=C1)C1=CC=CC=C1)C1=CC=C(C=C1)C(=O)OCC